C1CC12NCCN(C2)C2=CC=CC(=N2)C2=NC1=CC(=NC=C1C=C2)CNC(C2=CC(=C(C=C2)F)C(C)(C)C#N)=O N-((2-(6-(4,7-diazaspiro[2.5]octan-7-yl)pyridin-2-yl)-1,6-naphthyridin-7-yl)methyl)-3-(2-cyanopropan-2-yl)-4-fluorobenzamide